1-(4-hydroxy-3-methoxyphenyl)tetradec-4-en-3-one OC1=C(C=C(C=C1)CCC(C=CCCCCCCCCC)=O)OC